CNCC1=C(C=CC=C1)C=1C=C(SC1)[C@@H](C)NC1=C2C(=CN=N1)C=NC(=C2)N2CC(NCC2)=O (R)-4-(1-((1-(4-(2-((methylamino)methyl)phenyl)thiophen-2-yl)ethyl)amino)pyrido[3,4-d]pyridazin-7-yl)piperazin-2-one